9-bromo-8-methyl-6-methylthieno[3,2-c]quinolin-4(5H)-one BrC=1C=2C3=C(C(NC2C(=CC1C)C)=O)C=CS3